C(CCCCCCCCCCCCCCC)(=O)C1=CC=C(C(=O)NCC(=O)OC2=CC=CC=3CC(CCC23)N(CCC=2SC=CC2)CCC)C=C1 6-(propyl (2-(thien-2-yl) ethyl) amino)-5,6,7,8-tetrahydronaphthalen-1-yl 2-p-palmitoylbenzoylaminoacetate